2-(4-(benzyloxy)-1H-indol-3-yl)-N,N-bis(methyl-d3)ethan-1-amine-1,1,2,2-d4 C(C1=CC=CC=C1)OC1=C2C(=CNC2=CC=C1)C(C(N(C([2H])([2H])[2H])C([2H])([2H])[2H])([2H])[2H])([2H])[2H]